CN(C(C1=CC=NC=C1)=O)C N,N-dimethylisonicotinic acid amide